Di-Boc-guanidine CC(C)(C)OC(=O)N/C(=N/C(=O)OC(C)(C)C)/N